rac-N-((7,10-dioxadispiro[2.2.46.23]dodecane-4-yl)methyl)-N-benzyl-1-phenylmethylamine C1CC12[C@@H](CC1(OCCO1)CC2)CN(CC2=CC=CC=C2)CC2=CC=CC=C2 |r|